4-[3-[2,6-Dichloro-4-(4-hydroxybutoxy)benzoyl]-2,4-dihydro-1,3-benzoxazin-8-yl]-2-morpholin-4-ylbenzoic acid ClC1=C(C(=O)N2COC3=C(C2)C=CC=C3C3=CC(=C(C(=O)O)C=C3)N3CCOCC3)C(=CC(=C1)OCCCCO)Cl